CN(S([O-])(=O)=O)CC(F)(F)F.[Li+].NC=1SC(=CN1)C(=O)NC1=C(C=C(C(=C1)C(NC1CN(C1)C(=O)C1CC1)=O)F)C 2-Amino-N-[5-[[1-(cyclopropanecarbonyl)azetidin-3-yl]carbamoyl]-4-fluoro-2-methylphenyl]-1,3-thiazole-5-carboxamide lithium methyl-2,2,2-trifluoroethylsulfamate